1,3-bis(pyridin-2-yloxy)benzene N1=C(C=CC=C1)OC1=CC(=CC=C1)OC1=NC=CC=C1